C(C)(C)(C)OC(N(C(=O)OC(C)(C)C)C1=NNC2=C(C=C(C=C12)C1=CC(=NC=C1)N)C#CC(C)(C)C)=O (5-(2-Aminopyridin-4-yl)-7-(3,3-dimethylbut-1-yn-1-yl)-1H-indazol-3-yl)(t-butoxycarbonyl)carbamic acid tert-butyl ester